Diethyl 1-[2-(3-fluoro-4-methylphenyl)-2-oxoethyl]-4-(2,2,2-trifluoroethyl)-1H-pyrazole-3,5-dicarboxylate FC=1C=C(C=CC1C)C(CN1N=C(C(=C1C(=O)OCC)CC(F)(F)F)C(=O)OCC)=O